COC1=CC=CC(=N1)C=1NC(=NN1)C(=O)NS(=O)(=O)CC1=NC=CC=N1 5-(6-methoxypyridin-2-yl)-N-((pyrimidin-2-ylmethyl)sulfonyl)-4H-1,2,4-triazole-3-carboxamide